N-(2-(dimethylamino)ethyl)-N-methylpyridine-2-amide CN(CCN(C(=O)C1=NC=CC=C1)C)C